C(C)(C)(C)OC(=O)N1CCN(CC1)C=1C2=C(N=CN1)SC(=C2)Br 4-(6-bromothieno[2,3-d]pyrimidin-4-yl)piperazine-1-carboxylic acid tert-butyl ester